C1=COC(=C1)CN 2-furfurylamine